iron-heptasulfide-octasulfide [Fe](=S)(=S)(=S)(=S)(=S)(=S)(=S)(=S)(=S)(=S)(=S)(=S)(=S)(=S)=S